BrC=1N=C2C(=NC1)N(C=C2C2=CC(=C(C=C2)C(=O)N2CC(C2)O)C)S(=O)(=O)C2=CC=C(C)C=C2 (4-(2-bromo-5-tosyl-5H-pyrrolo[2,3-b]pyrazin-7-yl)-2-methylphenyl)(3-hydroxyazetidine-1-yl)methanone